N[C@H]1C[C@H](CCC1)C1=NN=C2N1C=CC(=C2)C(=O)C2CC2 [3-[(1S,3R)-3-aminocyclohexyl]-[1,2,4]triazolo[4,3-a]pyridin-7-yl]-cyclopropyl-methanone